6-(1-cyclopropyl-2-((4-(methylsulfonyl)phenyl)amino)-1H-benzo[d]imidazol-6-yl)-5-methyl-4,5-dihydropyridazin-3(2H)-one C1(CC1)N1C(=NC2=C1C=C(C=C2)C=2C(CC(NN2)=O)C)NC2=CC=C(C=C2)S(=O)(=O)C